C(C)(=O)N1CCC(CC1)N1CC(C1)N1N=C(C(=C1)NC(=O)C1=NC(=CC=C1)C=1C=NN(C1)CC)C(F)F N-(1-(1-(1-acetylpiperidin-4-yl)azetidin-3-yl)-3-(difluoromethyl)-1H-pyrazol-4-yl)-6-(1-ethyl-1H-pyrazol-4-yl)-2-pyridineamide